γ-bromopropyl-trichlorosilane tert-butyl-((5'H,7'H-spiro[cyclopropane-1,4'-thieno[2,3-c]pyran]-7'-yl)methyl)carbamate C(C)(C)(C)N(C(O)=O)CC1OCC2(C3=C1SC=C3)CC2.BrCCC[Si](Cl)(Cl)Cl